C(CCC(=O)O)(=O)O.NC(S)=N.NC(S)=N.NC(S)=N.NC(S)=N.NC(S)=N pentaisothiourea succinate